C[N+]1=CC=C(C=C1)C(CCCCCCCC\C=C/CCCCCCCC)CCCCCCCC\C=C/CCCCCCCC N-methyl-4-(dioleyl)methylpyridinium